C1(CC1)N[C@@H]1CN(CCC1)C1=C2C(=NC=C1)NC=C2C2=NC=NC=C2 (3S)-N-cyclopropyl-1-(3-pyrimidin-4-yl-1H-pyrrolo[2,3-b]pyridin-4-yl)piperidin-3-amine